FC=1C=C(C=NC1)[C@H](CCO)N(C(OC(C)(C)C)=O)O Tert-butyl N-[(1S)-1-(5-fluoro-3-pyridyl)-3-hydroxy-propyl]-N-hydroxy-carbamate